NC1=C(C(=NN1)NC1=CC=CC=C1)C#N 5-Amino-4-cyano-3-phenylaminopyrazol